N-(1-Cyanocyclopropyl)-9-(5-(difluoromethyl)-1,3,4-thiadiazol-2-yl)-4-(1-(methyl-D-prolyl)piperidin-4-yl)-9H-pyrimido[4,5-b]indole-7-sulfonamide C(#N)C1(CC1)NS(=O)(=O)C1=CC=C2C3=C(N(C2=C1)C=1SC(=NN1)C(F)F)N=CN=C3C3CCN(CC3)C([C@@H]3N(CCC3)C)=O